ClC1=CC2=C(SCC(N2C)=O)C=C1OC 6-chloro-7-methoxy-4-methyl-2H-benzo[b][1,4]thiazin-3(4H)-one